C(CC)OC(C(=CCC(C)SCC)C(C)=O)=O 2-acetyl-5-(ethylsulfanyl)hex-2-enoic acid propyl ester